[Cl-].[N+](=O)([O-])C1=C2C(N(C(C2=CC=C1)=O)[C@@H]1C[NH2+]CC1)=O (S)-3-(4-nitro-1,3-dioxoisoindolin-2-yl)pyrrolidin-1-ium chloride